(1R)-N-(3-{2-[(1-{2-[(tert-butyldimethylsilyl)oxy]ethyl}piperidin-4-yl)amino]quinazolin-6-yl}-2,4-difluorophenyl)-6-chloro-1-hydroxy-2,3-dihydro-1H-indene-4-sulfonamide [Si](C)(C)(C(C)(C)C)OCCN1CCC(CC1)NC1=NC2=CC=C(C=C2C=N1)C=1C(=C(C=CC1F)NS(=O)(=O)C=1C=2CC[C@H](C2C=C(C1)Cl)O)F